2-(4-((tert-Butyldimethylsilyl)oxy)cyclohexyl)acetic acid ethyl ester C(C)OC(CC1CCC(CC1)O[Si](C)(C)C(C)(C)C)=O